NC1=NC(=NC=C1)N1CC([C@H]([C@H](C1)F)O)(C)C (4r,5s)-1-(4-aminopyrimidin-2-yl)-5-fluoro-3,3-dimethylpiperidin-4-ol